O=C1NC(CCC1N1C(C2=CC=C(C=C2C1=O)N1CCN(CC1)C[C@@H]1CN(CC1)CC1CCN(CC1)C(=O)OC(C)(C)C)=O)=O tert-butyl 4-[[(3S)-3-[[4-[2-(2,6-dioxo-3-piperidyl)-1,3-dioxo-isoindolin-5-yl]piperazin-1-yl]methyl]pyrrolidin-1-yl]methyl]piperidine-1-carboxylate